O=C1NC(=NO1)C=1C(=NC=CN1)NC1=CC=C(C=C1)NC(=O)C1CCC1 N-[4-[[3-(5-oxo-4H-1,2,4-oxadiazol-3-yl)pyrazin-2-yl]amino]phenyl]cyclobutanecarboxamide